(R)-2-fluoro-N-(8-methylisoquinolin-1-yl)-4-((4-methylpyrimidin-2-yl)amino)-N-(piperidin-3-yl)benzamide FC1=C(C(=O)N([C@H]2CNCCC2)C2=NC=CC3=CC=CC(=C23)C)C=CC(=C1)NC1=NC=CC(=N1)C